6-amino-4-(3,3-dichloroallyl)-7-fluorophenoxazin-3-one NC1=C2OC3=C(C(C=CC3=NC2=CC=C1F)=O)CC=C(Cl)Cl